C(C1=CC=CC=C1)N1C(C(=CC=C1C)F)=O 1-benzyl-3-fluoro-6-methylpyridin-2(1H)-one